octahydro-2H-oxacyclohepta[2,3-C]pyrrole-8-carboxamide hydrochloride Cl.O1NCC2C1C(CCCC2)C(=O)N